[Cl-].[Nh+3].[Cl-].[Cl-] nihonium chloride